[2-(4-bromo-7-fluoro-indol-1-yl)-1-methyl-propyl] (2S)-2-[(3-hydroxy-4-methoxy-pyridine-2-carbonyl) amino]propanoate OC=1C(=NC=CC1OC)C(=O)N[C@H](C(=O)OC(C(C)N1C=CC2=C(C=CC(=C12)F)Br)C)C